1-Methyl-N-(5-((2-morpholinoethyl)carbamoyl)-1H-pyrrol-3-yl)-4-nitro-1H-pyrrole-2-carboxamide CN1C(=CC(=C1)[N+](=O)[O-])C(=O)NC1=CNC(=C1)C(NCCN1CCOCC1)=O